(4-((1r,5s)-3,8-diazabicyclo[3.2.1]oct-3-yl)-8-fluoro-2-(methylsulfanyl)-5-(propynyl)pyrido[4,3-D]pyrimidin-7-yl)-6-fluoro-5-((triisopropylsilyl)ethynyl)naphthalen-2-ol [C@H]12CN(C[C@H](CC1)N2)C=2C1=C(N=C(N2)SC)C(=C(N=C1C#CC)C1=C(C=CC2=C(C(=CC=C12)F)C#C[Si](C(C)C)(C(C)C)C(C)C)O)F